COC=1C=C2C(=CNC2=CC1OC)CCNC(C1=C(C=C(C=C1)F)NC1=CC(=C(C(=C1)OC)OC)OC)=O N-(2-(5,6-dimethoxy-1H-indol-3-yl)ethyl)-4-fluoro-2-((3,4,5-trimethoxyphenyl)amino)benzamide